[Cl-].C[NH+](C)C1=CC=CC=C1 N,N-dimethyl-phenyl-ammonium chloride